ClC1=CC=C2C(=CNC2=C1)CC(=O)N1CC2C(C(C1)C(=O)N[C@H](C(=O)NC)CCCC1=CC=CC=C1)CN(C2)C(C2=CC(=C(C=C2)OC(C)C)OC)=O 5-(2-(6-chloro-1H-indol-3-yl)acetyl)-2-(4-isopropoxy-3-methoxybenzoyl)-N-((S)-1-(methylamino)-1-oxo-5-phenylpentan-2-yl)octahydro-1H-pyrrolo[3,4-c]pyridine-7-carboxamide